(S)-2-(tert-butoxycarbonyl-amino)-3-(1H-indol-3-yl)propionic acid C(C)(C)(C)OC(=O)N[C@H](C(=O)O)CC1=CNC2=CC=CC=C12